ClC1=C(C=C(C(=O)N2CCC(CC2)COCCC2CCN(CC2)C(=O)OC(C)(C)C)C=C1)N1C(NC(CC1)=C=O)=C=O tert-butyl 4-(2-((1-(4-chloro-3-(2,4-dicarbonyltetrahydropyrimidin-1(2H)-yl)benzoyl)piperidin-4-yl)methoxy)ethyl)piperidine-1-carboxylate